ClC1=C(C(=CC(=C1)Cl)F)NC=1N(C2=NC(=NC=C2N1)NCC(CO)(F)F)C1CCC(CC1)C(=O)N (1s,4s)-4-(8-(2,4-dichloro-6-fluorophenylamino)-2-(2,2-difluoro-3-hydroxypropylamino)-9H-purin-9-yl)cyclohexanecarboxamide